(2-((1S,4S)-2,5-diazabicyclo[2.2.1]hept-2-yl)-4-(1,3,5-trimethyl-1H-pyrazol-4-yl)phenyl)-2-(2-fluoro-6-methoxyphenyl)pyrimidine-4-carboxamide [C@@H]12N(C[C@@H](NC1)C2)C2=C(C=CC(=C2)C=2C(=NN(C2C)C)C)C=2C(=NC(=NC2)C2=C(C=CC=C2OC)F)C(=O)N